tert-butyl 2-((1R,4R)-2-oxa-5-azabicyclo[2.2.1]heptan-5-yl)-8-azaspiro[4.5]decane-8-carboxylate [C@H]12OC[C@H](N(C1)C1CC3(CC1)CCN(CC3)C(=O)OC(C)(C)C)C2